C(C)C1=C(C(=CC(=C1F)CN1CC2CCC(C1)N2S(=O)(=O)C)F)C2=C(C=C(C=C2)C(C(F)(F)F)(C(F)(F)F)O)F 2-(2'-ethyl-2,3',6'-trifluoro-4'-((8-(methylsulfonyl)-3,8-diazabicyclo[3.2.1]octan-3-yl)methyl)-[1,1'-biphenyl]-4-yl)-1,1,1,3,3,3-hexafluoropropan-2-ol